C12=CC(=CC=C2CC1)C=1C=C(C=C(C1)B1OC(C(O1)(C)C)(C)C)B1OC(C(O1)(C)C)(C)C 2,2'-(5-Bicyclo[4.2.0]octa-1,3,5-trien-3-yl-1,3-phenylene)bis[4,4,5,5-tetramethyl-1,3,2-dioxaborolan]